FC=1C=NC(=NC1)N[C@@H]1CNCC[C@H]1OCC1=CC=C(C=C1)C(F)(F)F trans-5-fluoro-N-(4-((4-(trifluoromethyl)benzyl)oxy)piperidin-3-yl)pyrimidin-2-amine